4-morpholino-benzylamine O1CCN(CC1)C1=CC=C(CN)C=C1